[In].[Sn].[Ge].[Si] silicon germanium tin indium